bis((2,4-dimethylpentan-2-yl)cyclopentadienyl)zirconium dichloride [Cl-].[Cl-].CC(C)(CC(C)C)C1(C=CC=C1)[Zr+2]C1(C=CC=C1)C(C)(CC(C)C)C